BrC=1C=C2N(N=CC(=C2NC[C@@H]2N(CC3(CC3)C2)C(=O)OC(C)(C)C)C(N)=NC2=C(C=C(C=C2)O[Si](C)(C)C(C)(C)C)CC)C1 tert-butyl (6R)-6-[[[6-bromo-3-[N'-[4-[tert-butyl(dimethyl)silyl]oxy-2-ethyl-phenyl]carbamimidoyl]pyrrolo[1,2-b]pyridazin-4-yl]amino]methyl]-5-azaspiro[2.4]heptane-5-carboxylate